C(C)(C)(C)OC(=O)N([C@@H]1[C@@H](N(CCC1)C(=O)OC(C)(C)C)C1=CC=CC=C1)CC=1C(=NC=C(C1)[Sn](C)(C)C)OC tert-butyl (2S,3S)-3-((tert-butoxycarbonyl)((2-methoxy-5-(trimethylstannyl)pyridin-3-yl)methyl)amino)-2-phenylpiperidine-1-carboxylate